N-((3-fluoro-5-methyl-4-(pyrimidin-2-yloxy)phenyl)carbamoyl)-3-methoxycyclobutanecarboxamide FC=1C=C(C=C(C1OC1=NC=CC=N1)C)NC(=O)NC(=O)C1CC(C1)OC